trifluoromethyl-oxirane FC(F)(F)C1OC1